dimethoxyphenylacetylene tert-butyl-(4S)-4-(1-hydroxypent-4-en-1-yl)-2,2-dimethyloxazolidine-3-carboxylate C(C)(C)(C)OC(=O)N1C(OC[C@H]1C(CCC=C)O)(C)C.COC=1C(=C(C=CC1)C#C)OC